(R)-2,2'-((1E,1'E)-([1,1'-Binaphthalene]-2,2'-diylbis(azanylylidene))bis(methanylylidene))bis(naphthalen-1-ol) C1(=C(C=CC2=CC=CC=C12)\N=C\C1=C(C2=CC=CC=C2C=C1)O)C1=C(C=CC2=CC=CC=C12)\N=C\C1=C(C2=CC=CC=C2C=C1)O